1-(4-Methoxybenzyl)-3,4-dihydroquinolin-2(1H)-one COC1=CC=C(CN2C(CCC3=CC=CC=C23)=O)C=C1